C1NCC2=CC(=CC=C12)CN1CCC2(CN(C2)C2=NC=NC3=CC=C(C=C23)CC(F)(F)F)CC1 4-[7-(isoindolin-5-ylmethyl)-2,7-diazaspiro[3.5]nonan-2-yl]-6-(2,2,2-trifluoroethyl)quinazoline